CN1N=CN=C1CC(=O)N1CCC(CC1)N1N=C(N=N1)C1=CC=C(C=C1)C(F)(F)F 2-(1-methyl-1H-1,2,4-triazol-5-yl)-1-(4-(5-(4-(trifluoromethyl)phenyl)-2H-tetrazol-2-yl)piperidin-1-yl)ethan-1-one